2,2-Bis[4-(4-aminophenoxy)phenyl]hexafluoropropane (S)-ethyl-2-(2-((tert-butoxycarbonyl)amino)-3-(4-carbamoylphenyl)propanamido)acetate C(C)OC(CNC([C@H](CC1=CC=C(C=C1)C(N)=O)NC(=O)OC(C)(C)C)=O)=O.NC1=CC=C(OC2=CC=C(C=C2)C(C(F)(F)F)(C(F)(F)F)C2=CC=C(C=C2)OC2=CC=C(C=C2)N)C=C1